FC=1C=C(C=NC1OC)[C@H](CC1=NC(=NC(=N1)N[C@@H](CO)CC(C)C)NS(=O)(=O)C)C N-(4-((S)-2-(5-fluoro-6-methoxypyridin-3-yl)propyl)-6-(((R)-1-hydroxy-4-methylpent-2-yl)amino)-1,3,5-triazin-2-yl)methanesulfonamide